CC1=NC(=CC(=N1)N1CCC2(C[C@H](NC2)C(=O)O)CC1)O[C@@H](C(F)(F)F)C1=C(C=C(C=C1)C1=CC(=C(C=C1)OC)F)N1N=C(C=C1)C (S)-8-(2-methyl-6-((R)-2,2,2-trifluoro-1-(3'-fluoro-4'-methoxy-3-(3-methyl-1H-pyrazol-1-yl)-[1,1'-biphenyl]-4-yl)ethoxy)pyrimidin-4-yl)-2,8-diazaspiro[4.5]decane-3-carboxylic acid